CN(C(OC(C)(C)C)=O)CC=O tert-butyl methyl(2-oxoethyl)carbamate